CC1=NC(=CC(=N1)NC1=CC(=C2C(=N1)NN(C2=O)C)NC2=C(C(=CC=C2)C2=NN(C=C2)C)OC)C 6-((2,6-dimethylpyrimidin-4-yl)amino)-4-((2-methoxy-3-(1-methyl-1H-pyrazol-3-yl)phenyl)amino)-2-methyl-1,2-dihydro-3H-pyrazolo[3,4-b]pyridin-3-one